4-(2-chloro-4-fluorophenyl)-7-methyl-2H-chromen-2-one ClC1=C(C=CC(=C1)F)C1=CC(OC2=CC(=CC=C12)C)=O